COC(=O)SC1CCS(C1)(=O)=O 4-methoxycarbonylthiotetrahydrothiophene-1,1-dioxide